ClC1=CC=C(C=C1)S(=O)(=O)\N=C(/NC1CC(C1)NS(N)(=O)=O)\N1N=C([C@@H](C1)C1=CC=CC=C1)C1=CC=C(C=C1)F (R,E)-N'-((4-chlorophenyl)sulfonyl)-3-(4-fluorophenyl)-4-phenyl-N-((1r,3S)-3-(sulfamoylamino)cyclobutyl)-4,5-dihydro-1H-pyrazole-1-carboximidamide